C1N(CCC2=CC=CC=C12)C[C@H](CN1CCOC2=C(C1)C=CC(=C2)OC2CC1CCC(C2)N1CC)O 4-[(2R)-3-(3,4-dihydro-1H-isoquinolin-2-yl)-2-hydroxy-propyl]-8-[(8-ethyl-8-azabicyclo[3.2.1]oct-3-yl)oxy]-2,3-dihydro-1,4-benzoxazepine